3-(2-(4-((4-(1H-pyrazol-1-yl)benzyl)(3-methoxybenzyl)amino)phenoxy)ethoxy)-N,N-dimethylaniline N1(N=CC=C1)C1=CC=C(CN(C2=CC=C(OCCOC=3C=C(N(C)C)C=CC3)C=C2)CC2=CC(=CC=C2)OC)C=C1